CC=1C(N(C(C1C)=O)NC1=NC(=C(C=C1)C(F)(F)F)C1=CC=CC=C1)=O 3,4-dimethyl-1-{[6-phenyl-5-(trifluoromethyl)(2-pyridyl)]amino}azoline-2,5-dione